(2S,4R)-1-[(2S)-2-[4-(5-cyclopropyloxazol-4-yl)triazol-1-yl]-3,3-dimethyl-butanoyl]-4-hydroxy-N-methyl-pyrrolidine-2-carboxamide C1(CC1)C1=C(N=CO1)C=1N=NN(C1)[C@H](C(=O)N1[C@@H](C[C@H](C1)O)C(=O)NC)C(C)(C)C